ClC1=C(OC(C(=O)OCC)(C)C)C(=CC(=C1)CN1N=CN(C1=O)C1=CC=C(C=C1)OC(F)(F)F)Cl Ethyl 2-(2,6-dichloro-4-((5-oxo-4-(4-(trifluoromethoxy) phenyl)-4,5-dihydro-1H-1,2,4-triazol-1-yl)methyl)phenoxy)-2-methylpropionate